CC(C/C=C/C1N(CC2=C(OCCCC1)C=CC=C2)S(=O)(=O)C2=CC=C(C)C=C2)(C)C (E)-6-(4,4-Dimethylpent-1-en-1-yl)-7-tosyl-3,4,5,6,7,8-hexahydro-2H-benzo[b][1,5]Oxazecine